BrC=1C=CC=C2C=NC(=NC12)NC=1C=CC(=C(C1)NC(=O)C1=CC=C(C(=O)OCC)C=C1)C ethyl 4-[[5-[(8-bromoquinazolin-2-yl)amino]-2-methylphenyl]carbamoyl]benzoate